ClC1=C(C(=O)N2COC3=C(C2)C=CC=C3C3=CC(=C(C(=O)OC)C=C3F)N3C2COCC3CC2)C(=CC(=C1)N1CC2(C1)CC(C2)OC)Cl Methyl 4-[3-[2,6-dichloro-4-(6-methoxy-2-azaspiro[3.3]heptan-2-yl)benzoyl]-2,4-dihydro-1,3-benzoxazin-8-yl]-5-fluoro-2-(3-oxa-8-azabicyclo[3.2.1]octan-8-yl)benzoate